ClC=1C=CC=C2C=CC=C(C12)C=1C=CC2=C(N=C(N=C2C2(N(CCNC2)C(C(=C)F)=O)CC#N)OC[C@]23CCCN3C[C@@H](C2)F)N1 7-(8-chloronaphthalen-1-yl)-2-(((((2R,7aS)-2-fluorotetrahydro-1H-pyrrolizin-7a(5H)-yl)methoxy)pyridino[2,3-d]pyrimidin-4-yl)-1-(2-fluoroacryloyl)piperazin-2-yl)acetonitrile